ClC=1C(=NC(=NC1)NC1=CC(=C(C=C1)N1CCC(CC1)N1CCN(CC1)C)OC)N1OCCC1C1=CC=CC=C1 5-chloro-N-(3-methoxy-4-(4-(4-methylpiperazin-1-yl)piperidin-1-yl)phenyl)-4-(3-phenylisoxazolidin-2-yl)pyrimidin-2-amine